3-(2,4-dimethylthiazol-5-yl)-3-methoxy-5,5-dimethyl-6-oxocyclohex-1-enecarbonitrile CC=1SC(=C(N1)C)C1(C=C(C(C(C1)(C)C)=O)C#N)OC